ClC1=C(C=CC=C1F)C(C)C1=C(C=CC2=C1NC(=NS2(=O)=O)NCC2=NC=CC=C2F)F 5-(1-(2-chloro-3-fluorophenyl)ethyl)-6-fluoro-3-(((3-fluoropyridin-2-yl)methyl)amino)-4H-benzo[e][1,2,4]thiadiazine 1,1-dioxide